Copper-cobalt-nickel [Ni].[Co].[Cu]